4,6-dibromo-2-(pyridin-2-yl)pyrimidine BrC1=NC(=NC(=C1)Br)C1=NC=CC=C1